ClC1=C(C=CC(=C1Cl)F)C(=O)C1NC(CC2=C1N=NN2C2=NC=C(C=N2)F)C [(2,3-Dichloro-4-fluorophenyl)carbonyl]-1-(5-fluoropyrimidin-2-yl)-6-methyl-4,5,6,7-tetrahydro-1H-[1,2,3]triazolo[4,5-c]pyridine